tert-butyl N-[5-ethylsulfonyl-6-[2-oxo-1-(2,2,3,3,3-pentafluoropropyl)-1,7-naphthyridin-6-yl]-3-pyridyl]-N-methyl-carbamate C(C)S(=O)(=O)C=1C=C(C=NC1C=1C=C2C=CC(N(C2=CN1)CC(C(F)(F)F)(F)F)=O)N(C(OC(C)(C)C)=O)C